ClC1=NN(C=C1NC1=NC=C(C(=N1)NC=1C=C(C=CC1)NC(\C=C\CN(C)C)=O)C1=CC=C(C=C1)C(F)(F)F)C (E)-N-(3-((2-((3-chloro-1-methyl-1H-pyrazol-4-yl)amino)-5-(4-(trifluoromethyl)phenyl)pyrimidin-4-yl)amino)phenyl)-4-(dimethylamino)but-2-enamide